C(C)OC(=O)C1=CN(C2=CC(=C(C=C2C1=O)Br)F)[C@@H](C(C)C)CO 6-bromo-7-fluoro-1-((S)-1-hydroxymethyl-2-methylpropyl)-4-oxo-1,4-dihydroquinoline-3-carboxylic acid ethyl ester